C(#N)C=1C(=NC(=C(C1CC)C#N)N1C[C@H](CCC1)NCC(F)F)SC(C(=O)N)C1=CC=CC=C1 2-((3,5-dicyano-6-((S)-3-((2,2-difluoroethyl)amino)piperidin-1-yl)-4-ethylpyridin-2-yl)thio)-2-phenylacetamide